dodecyl-aniline C(CCCCCCCCCCC)NC1=CC=CC=C1